N-((3-((3-bromo-5-(((ethyl(methyl)amino)methylene)amino)-6-methylpyridin-2-yl)oxy)phenyl)(methyl)(oxo)-λ6-sulfaneylidene)-2,2,2-trifluoroacetamide BrC=1C(=NC(=C(C1)N=CN(C)CC)C)OC=1C=C(C=CC1)S(=NC(C(F)(F)F)=O)(=O)C